tert-Butyl 4-[2-[[6-[[2-chloro-6-[3-[3-[1-(trifluoromethyl)cyclopropyl]propoxy]pyrazol-1-yl]pyridine-3-carbonyl]sulfamoyl]-2-pyridyl]amino]ethyl]-2,2-dimethyl-pyrrolidine-1-carboxylate ClC1=NC(=CC=C1C(=O)NS(=O)(=O)C1=CC=CC(=N1)NCCC1CC(N(C1)C(=O)OC(C)(C)C)(C)C)N1N=C(C=C1)OCCCC1(CC1)C(F)(F)F